C(C)O[Si](C)(CCCOCC1CO1)OCC diethoxy(3-glycidoxypropyl)methylsilane